C(C)(C)(C)OC(=O)NCC#CC#CC1CCN(CC1)C(=O)OCC1C2=CC=CC=C2C=2C=CC=CC12 9H-fluoren-9-ylmethyl 4-{5-[(tert-butoxycarbonyl)amino]penta-1,3-diyn-1-yl}piperidine-1-carboxylate